ClC=1C=C2C=NC(=NC2=CC1)NC1=CC(=NN1C)Cl 6-chloro-2-((3-chloro-1-methyl-1H-pyrazol-5-yl)amino)quinazolin